N-(5-((6-((R)-3-(3-chloro-2-methylphenyl)isoxazolidine-2-yl)pyrimidine-4-yl)amino)-2-(4-ethylpiperazine-1-yl)-4-methoxyphenyl)acrylamide ClC=1C(=C(C=CC1)[C@@H]1N(OCC1)C1=CC(=NC=N1)NC=1C(=CC(=C(C1)NC(C=C)=O)N1CCN(CC1)CC)OC)C